2-[4-[5-methyl-3-(4-pyridyl)-1H-pyrazol-4-yl]phenyl]-7-oxa-2-azaspiro[3.5]nonane CC1=C(C(=NN1)C1=CC=NC=C1)C1=CC=C(C=C1)N1CC2(C1)CCOCC2